4,4'-diamino-azobenzene NC1=CC=C(C=C1)N=NC1=CC=C(C=C1)N